C(C)(C)(C)OC(N(C)C=1N=CC2=CC(=NC=C2C1)Cl)=O.FC1=C(C=CC=C1)C(=C)C1=NC=CC=C1 2-(1-(2-fluorophenyl)vinyl)pyridine tert-butyl-N-(7-chloro-2,6-naphthyridin-3-yl)-N-methylcarbamate